OB1OCC=2C(=NC=CC21)N2C(C1=CC=3CC(CC3N1CC2)(C)C)=O 10-[1-hydroxy-3H-[1,2]oxaborolo[4,3-c]pyridin-4-yl]-4,4-dimethyl-1,10-diazatricyclo[6.4.0.0^[2,6]]dodeca-2(6),7-dien-9-one